N-(6-(7-((2H-1,2,3-triazol-2-yl)methyl)-5-chloro-6-fluoro-1H-indazol-4-yl)imidazo[1,2-a]pyridin-2-yl)-2-fluorocyclopropane-1-carboxamide N=1N(N=CC1)CC=1C(=C(C(=C2C=NNC12)C=1C=CC=2N(C1)C=C(N2)NC(=O)C2C(C2)F)Cl)F